FC=1C(=CC=C2C=C(C=NC12)C)CN1CCN(CC1)C=1C(=NC2=C(N=CC=C2C1)NC)F 8-fluoro-7-((4-(2-fluoro-8-(methylamino)-1,7-naphthyridin-3-yl)piperazin-1-yl)methyl)-3-methylquinoline